C(N)(=O)C1=C(N(N=C1C1=CC(=C(C=C1)CC(=O)NC1=CC(=NO1)C1=C(C=C(C=C1)Cl)Cl)Cl)C(C)C)NC(OC(C)(C)C)=O tert-Butyl N-[4-carbamoyl-5-[3-chloro-4-[2-[[3-(2,4-dichlorophenyl)isoxazol-5-yl]amino]-2-oxo-ethyl]phenyl]-2-isopropyl-pyrazol-3-yl]carbamate